COC(C1=C(C=CC(=C1)C1=CC=2N(C=C1)N=C(N2)N)C)=O 5-(2-amino-[1,2,4]triazolo[1,5-a]pyridin-7-yl)-2-methylbenzoic acid methyl ester